4-amino-1-((2R,4S,5R)-5-(chloromethyl)-4-fluoro-5-(hydroxymethyl)tetrahydrofuran-2-yl)pyrimidin-2(1H)-one NC1=NC(N(C=C1)[C@@H]1O[C@@]([C@H](C1)F)(CO)CCl)=O